benzyl (3S,4R)-3-fluoro-4-(hydroxymethyl)pyrrolidine-1-carboxylate F[C@@H]1CN(C[C@@H]1CO)C(=O)OCC1=CC=CC=C1